2-nitro-5,8-dioxo-5,8-dihydronaphthalene-1-amine [N+](=O)([O-])C1=C(C=2C(C=CC(C2C=C1)=O)=O)N